FC(C(C(F)(F)F)S(=O)(=O)C)(F)F methyl hexafluoroisopropyl sulfone